O1CCOC12CCC(CC2)N2N=C(C=1C2=NC=NC1N)I 1-(1,4-dioxaspiro[4.5]decan-8-yl)-3-iodo-pyrazolo[3,4-d]pyrimidin-4-amine